ClC1=CC(=CC=2C=3N(CCOC21)C=NC3)C(=O)OC methyl 8-chloro-5,6-dihydrobenzo[f]imidazo[1,5-d][1,4]oxazepine-10-carboxylate